2-[5-(4-fluorophenyl)-3-isopropyl-imidazol-4-yl]-N-[5-[1-(trideuteriomethyl)azetidin-3-yl]-2-pyridyl]thiazole-4-carboxamide FC1=CC=C(C=C1)C1=C(N(C=N1)C(C)C)C=1SC=C(N1)C(=O)NC1=NC=C(C=C1)C1CN(C1)C([2H])([2H])[2H]